4-methoxyphenyl α-D-mannopyranoside O([C@@H]1[C@@H](O)[C@@H](O)[C@H](O)[C@H](O1)CO)C1=CC=C(C=C1)OC